ClC=1C=NN2C1N=C(N=C2NC2CCN(CC2)C)C2=C(C=CC=C2F)F 8-chloro-2-(2,6-difluorophenyl)-N-(1-methylpiperidin-4-yl)pyrazolo[1,5-a][1,3,5]triazin-4-amine